2,5-bis[(4-amino-3,5-dimethoxyphenyl)methylidene]cyclopentan-1-one NC1=C(C=C(C=C1OC)C=C1C(C(CC1)=CC1=CC(=C(C(=C1)OC)N)OC)=O)OC